N1(CCOCC1)C1=NC=C(C=C1C#N)[N+](=O)[O-] 2-(MORPHOLIN-4-YL)-5-NITROPYRIDINE-3-CARBONITRILE